N-[(2,4-dimethoxyphenyl)methyl]-1-methyl-4-(3-oxoprop-1-ynyl)pyrazolo[4,3-c]pyridine-6-carboxamide COC1=C(C=CC(=C1)OC)CNC(=O)C1=CC2=C(C(=N1)C#CC=O)C=NN2C